N-(4-chlorophenyl)-4-(N-(o-tolyl)sulfamoyl)benzamide ClC1=CC=C(C=C1)NC(C1=CC=C(C=C1)S(NC1=C(C=CC=C1)C)(=O)=O)=O